4-(4-methoxy-2,3-dinitrophenyl)morpholine COC1=C(C(=C(C=C1)N1CCOCC1)[N+](=O)[O-])[N+](=O)[O-]